CC1CN(CO1)CN1COC(C1)C bis(5-methyloxazolidin-3-yl)methane